4-chloro-6-morpholino-1,3,5-triazin-2-amine ClC1=NC(=NC(=N1)N1CCOCC1)N